carbamic acid tert-butyl ester sodium cyanoborohydride C(#N)[BH3-].[Na+].C(C)(C)(C)OC(N)=O